1-isopropyl-3-(6-propoxynaphthalen-2-yl)-1H-pyrazolo[3,4-d]pyrimidin-4-amine C(C)(C)N1N=C(C=2C1=NC=NC2N)C2=CC1=CC=C(C=C1C=C2)OCCC